OC1=C(OC2=CC=CC=C2C1=O)C1=CC=C(C=C1)OC 3-hydroxy-4'-methoxyflavone